FC(C(=O)O)(F)F.NCC1=CC=C(C=C1)C(=N)NC(OCC)=O ethyl ((4-(aminomethyl)phenyl)(imino)methyl)carbamate trifluoroacetate salt